C1=CC=CC2=C1C1=C(CCN2)C2=CC=CC=C2N1 7,12-dihydro-5H-indolo[3,2-d][1]benzazepin